CN1CCC2=CC(=C(C=C2[C@]13CC4=C(C3=O)C5=C(C=C4)OCO5)O)OC The molecule is a benzylisoquinoline alkaloid isolated from Fumaria vaillantii and Fumaria parviflora. It has a role as a plant metabolite. It is a benzylisoquinoline alkaloid, an azaspiro compound, an oxacycle and a member of phenols.